tert-butyl 3-{[2-ethyl-7-({8-fluoro-2-methylimidazo[1,2-a]pyridin-6-yl}carbamoyl)indazol-4-yl]oxy}pyrrolidine-1-carboxylate C(C)N1N=C2C(=CC=C(C2=C1)OC1CN(CC1)C(=O)OC(C)(C)C)C(NC=1C=C(C=2N(C1)C=C(N2)C)F)=O